FC1=C(C=CC(=C1)[N+](=O)[O-])N1CCC(CC1)N1CCC(CC1)CC(=O)OC(C)(C)C tert-butyl 2-(1'-(2-fluoro-4-nitrophenyl)-[1,4'-bipiperidin]-4-yl)acetate